C(OC(C(=O)[O-])C)([2H])([2H])[2H] (2H3)methoxypropanoate